FC1=C(C(=O)OC)C=CC(=C1)N1N=C(C=C1O)C methyl 2-fluoro-4-(5-hydroxy-3-methyl-pyrazol-1-yl)benzoate